C12C(CC(CC1)CC2)C(=O)N bicyclo[2.2.2]octane-2-carboxamide